tert-Butyl 2-(4-cyano-3-fluorobenzyl)-2,9-diazaspiro[5.5]undecane-9-carboxylate C(#N)C1=C(C=C(CN2CC3(CCC2)CCN(CC3)C(=O)OC(C)(C)C)C=C1)F